Z-9-heneicosene CCCCCCCC\C=C/CCCCCCCCCCC